5-propyl-1,2,3-pentanetriol C(CC)CCC(C(CO)O)O